ClC=1C(=NC(=NC1)NC1=CC=C(C=C1)C(C)(C)C)NC1=CC(=CC=C1)C(F)(F)F 5-chloro-N2-(p-tert-butylphenyl)-N4-(3-(trifluoromethyl)phenyl)pyrimidine-2,4-diamine